C(C)(C)(C)OC(C(CC1=NC(=NO1)C(C)(CCCCC)C)P(=O)(OCC)OCC)=O.CCCCC methyl-butan tert-butyl-2-(diethoxyphosphoryl)-3-(3-(2-methylheptan-2-yl)-1,2,4-oxadiazol-5-yl)propanoate